Dimethyl 1-bromo-2-[(4-methoxyphenyl)methyl]-4-methyl-3-oxo-5,7-dihydrocyclopenta[c]pyridine-6,6-dicarboxylate BrC=1N(C(C(=C2C1CC(C2)(C(=O)OC)C(=O)OC)C)=O)CC2=CC=C(C=C2)OC